Cl.NC1C(N(CCC1)CC#N)=C=O 2-(3-amino-2-carbonylpiperidin-1-yl)acetonitrile hydrochloride